dimethylisobutyl phosphate P(=O)(OC(C(C)C)(C)C)([O-])[O-]